FS(C1=CC=C(C=O)C=C1)(F)(F)(F)F 4-(pentafluoro-lambda6-sulfanyl)benzaldehyde